[Cl-].CC=1C=C(C=C(C1)C)C(OP)C1=CC(=CC(=C1)C)C bis(3,5-dimethylphenyl)methoxyphosphine chloride